RESVERATROL SALICYLATE C(C=1C(O)=CC=CC1)(=O)O.C1(=CC(O)=CC(O)=C1)C=CC1=CC=C(O)C=C1